CC(CC(C)C)NC1=CC=C(C=C1)NC(CC(C)C)C N,N'-bis(1,3-dimethylbutyl)-1,4-phenylenediamine